N-{3-[4-(2,5-dimethylphenyl)piperazin-1-yl]propyl}-8-methyl-2-(4-methylbenzyl)-4,5-dihydro-2H-furo[2,3-g]indazole-7-carboxamide CC1=C(C=C(C=C1)C)N1CCN(CC1)CCCNC(=O)C1=C(C2=C(CCC3=CN(N=C23)CC2=CC=C(C=C2)C)O1)C